C1(CCCCC1)[C@@H]1[C@@H](C2=CC=C(C=C2CC1)O)C1=C(C=C(C=C1)N1CCC(CC1)C=O)OC 1-(4-((1S,2R)-2-cyclohexyl-6-hydroxy-1,2,3,4-tetrahydronaphthalen-1-yl)-3-methoxyphenyl)piperidine-4-carbaldehyde